2-(((1-((benzyloxy)carbonyl)azetidin-3-yl)oxy)methyl)-3-methylbutanoic acid C(C1=CC=CC=C1)OC(=O)N1CC(C1)OCC(C(=O)O)C(C)C